6-methylquinuclidin-3-one hydrogen chloride Cl.CC1CC2C(CN1CC2)=O